CSC1=CC=CC=C1C(N)(N)SC dimethylthio-toluenediamine